C1(CC1)C(C(C(=O)NC1=CC=C(C=C1)C=1C(=NNC1C)C)C1=NN=C(N1)C=1C=NN(C1)C)C1CC1 3,3-dicyclopropyl-N-[4-(3,5-dimethyl-1H-pyrazol-4-yl)phenyl]-2-[5-(1-methylpyrazol-4-yl)-4H-1,2,4-triazol-3-yl]propanamide